9'-(5-phenyl-4-(4-(pyridin-2-yl)phenyl)pyridin-3-yl)-9'H-9,3':6',9''-tercarbazole C1(=CC=CC=C1)C=1C(=C(C=NC1)N1C2=CC=C(C=C2C=2C=C(C=CC12)N1C2=CC=CC=C2C=2C=CC=CC12)N1C2=CC=CC=C2C=2C=CC=CC12)C1=CC=C(C=C1)C1=NC=CC=C1